2-bromo-1-(2-bromopyridin-4-yl)ethanone BrCC(=O)C1=CC(=NC=C1)Br